4-(6-(4-(methylsulfonyl)piperazin-1-yl)-2-(3-(m-tolyl)-1H-pyrazol-1-yl)thieno[3,2-d]pyrimidin-4-yl)morpholine CS(=O)(=O)N1CCN(CC1)C1=CC=2N=C(N=C(C2S1)N1CCOCC1)N1N=C(C=C1)C=1C=C(C=CC1)C